NCCCC=C1CC2[C@H](C[C@H]3[C@@H]4CCC([C@@]4(C)CC[C@@H]3[C@]2(CC1)C)=O)O 3-(4-aminobutyliden)-6alpha-hydroxyandrostane-17-one